N1CC(C1)C1=NC2=C(N1C)C=CC=C2 2-(azetidin-3-yl)-1-methyl-1H-benzo[d]imidazole